4-(5-chloro-1-(3-((2R,3S)-3-hydroxypiperidin-2-yl)propyl)-1H-benzo[d]imidazol-7-yl)-1-methyl-1H-pyrrole-2-carboxylic acid ethyl ester dihydrochloride Cl.Cl.C(C)OC(=O)C=1N(C=C(C1)C1=CC(=CC2=C1N(C=N2)CCC[C@H]2NCCC[C@@H]2O)Cl)C